((1R,5S,6s)-6-((4-(2-aminopropan-2-yl)-6-(4-fluorophenyl)pyridin-2-yl)oxy)-3-azabicyclo[3.1.0]hexan-3-yl)(3-(2-fluoroethyl)-1-(pyrimidin-2-yl)-1H-pyrazol-4-yl)methanone NC(C)(C)C1=CC(=NC(=C1)C1=CC=C(C=C1)F)OC1[C@@H]2CN(C[C@H]12)C(=O)C=1C(=NN(C1)C1=NC=CC=N1)CCF